(R)-1',1'-Difluoro-2-(5-fluoro-2-pyridyl)-3-(1H-pyrazolo[3,4-b]pyridin-4-yl)spiro[4,6-dihydropyrrolo[1,2-b]pyrazole-5,2'-cyclopropane] FC1([C@@]2(C1)CC=1N(N=C(C1C1=C3C(=NC=C1)NN=C3)C3=NC=C(C=C3)F)C2)F